C(C)(C)(C)OC(=O)N(C1=C(SC=C1)C(=O)OC)C=1SC(=C(N1)C1=CC(=C(C=C1)Cl)Cl)CC(C)C methyl 3-(tert-butoxycarbonyl(4-(3,4-dichlorophenyl)-5-isobutylthiazol-2-yl)amino)thiophene-2-carboxylate